[4-(5-aminoisoxazol-3-yl)-1-piperidyl]-[4-(difluoromethoxy)phenyl]methanone NC1=CC(=NO1)C1CCN(CC1)C(=O)C1=CC=C(C=C1)OC(F)F